4-(4-(2-azaspiro[3.3]heptan-2-ylmethyl)-3-fluorobenzylamino)-2-(2,6-dioxopiperidin-3-yl)isoindoline-1,3-dione C1N(CC12CCC2)CC2=C(C=C(CNC1=C3C(N(C(C3=CC=C1)=O)C1C(NC(CC1)=O)=O)=O)C=C2)F